2-butyl-1H-imidazole-4-carbaldehyde C(CCC)C=1NC=C(N1)C=O